C1(=CC=C(C=C1)N1CCC2=CC(=CC=C12)N)C1=CC=C(C=C1)N1CCC2=CC(=CC=C12)N 1,1'-([1,1'-biphenyl]-4,4'-diyl)bis(indolin-5-amine)